tri(2-ethyl-3-methylpentyl)aluminum C(C)C(C[Al](CC(C(CC)C)CC)CC(C(CC)C)CC)C(CC)C